ClC1=CC(=C(COC2=NC=3CN(CCC3C=C2C)CC2=NC3=C(N2C[C@H]2OCC2)C=C(C=C3)C(=O)OC)C=C1)F methyl (S)-2-((2-((4-chloro-2-fluorobenzyl)oxy)-3-methyl-5,8-dihydro-1,7-naphthyridin-7(6H)-yl)methyl)-1-(oxetan-2-ylmethyl)-1H-benzo[d]imidazole-6-carboxylate